N-(4-bromo-2,6-difluoro-phenyl)acetamide BrC1=CC(=C(C(=C1)F)NC(C)=O)F